2-(2-bromoethyl)-1,3-benzoxazole BrCCC=1OC2=C(N1)C=CC=C2